FC(C(C1=CC=CC=C1)N)(F)F 2,2,2-trifluoro-1-phenyl-ethylamine